4-iodo-6-oxa-bicyclo[3.2.1]octan-7-one IC1CCC2C(OC1C2)=O